L-homoserine methyl ester hydrochloride Cl.COC([C@@H](N)CCO)=O